CN(C(COC1CN(C1)CC1CN(C1)C=1N=CC(=NC1)C(=O)NC=1C=C(C=2N(C1)C=C(N2)C)F)=O)C 5-(3-((3-(2-(dimethylamino)-2-oxoethoxy)azetidin-1-yl)methyl)azetidin-1-yl)-N-(8-fluoro-2-methylimidazo[1,2-a]pyridin-6-yl)pyrazine-2-carboxamide